ClC=1C=C(C=C(C1)Cl)C1=NC(=CC(=C1)CN1CCC(CC1)CNC(OC)=O)OC=1C=NC(=CC1)N1CCNCC1 methyl ((1-((2-(3,5-dichlorophenyl)-6-((6-(piperazin-1-yl)pyridin-3-yl)oxy)pyridin-4-yl)methyl)piperidin-4-yl)methyl)carbamate